C(CCCCCCC)/C(/C(=O)O)=C\C(=O)O monooctyl-fumaric acid